FC(C=1C(=C(C=CC1F)[C@@H]1[C@H](O[C@@]([C@@H]1C)(C(F)(F)F)C)C(=O)NC=1C=NC(=CC1)[C@H](C)O)OC)F (2S,3R,4R,5S)-3-(3-(difluoromethyl)-4-fluoro-2-methoxyphenyl)-N-(6-((S)-1-hydroxyethyl)pyridin-3-yl)-4,5-dimethyl-5-(trifluoromethyl)tetrahydrofuran-2-carboxamide